C(C)OC(=O)C=1C(=NC(=NC1)Cl)NC12CC3(CC(CC(C1)C3)C2)C(=O)OC(C)(C)C 4-((3-(tert-Butoxycarbonyl)adamantan-1-yl)amino)-2-chloropyrimidine-5-carboxylic acid ethyl ester